COC1=NC=C(C=N1)C=1C=CC(=NC1)N([C@@H]1CC[C@H](CC1)NC(OC(C)(C)C)=O)C(COC1=CC=CC=C1)=O tert-butyl (trans-4-((5-(2-methoxypyrimidin-5-yl)pyridin-2-yl) (phenoxyacetyl)amino)cyclohexyl)carbamate